butyl 1-oxa-6-azaspiro[3.3]heptane-6-carboxylate O1CCC12CN(C2)C(=O)OCCCC